2-(3-Chlorophenyl)-1,3,4-thiadiazole ClC=1C=C(C=CC1)C=1SC=NN1